N1=CNCC2=C1C=CN2 4,5-dihydro-3H-pyrrolo[3,2-d]pyrimidine